(R)-2-(1-(cyclopropylmethyl)-7-(2-(4-fluoro-1H-imidazol-1-yl)propoxy)-1H-indol-2-yl)-1-methyl-1,6,7,8-tetrahydro-5H-imidazo[4,5-g]isoquinolin-5-one C1(CC1)CN1C(=CC2=CC=CC(=C12)OC[C@@H](C)N1C=NC(=C1)F)C1=NC=2C(=CC=3CCNC(C3C2)=O)N1C